3-(1-methyl-1H-pyrazol-4-yl)-1,2,3,4-tetrahydroisoquinoline 2,2,2-trifluoroacetate FC(C(=O)O)(F)F.CN1N=CC(=C1)C1NCC2=CC=CC=C2C1